N-[(2S,3R)-2-[([1,1'-biphenyl]-3-yl)-methyl]-4,4-difluoro-1-(oxetane-2-carbonyl)pyrrolidin-3-yl]ethanesulfonamide C1(=CC(=CC=C1)C[C@@H]1N(CC([C@@H]1NS(=O)(=O)CC)(F)F)C(=O)C1OCC1)C1=CC=CC=C1